O=C1N(C(C2=CC=CC=C12)=O)OC[C@H](C1=CC=CC=C1)NC(OC(C)(C)C)=O tert-butyl {(1S)-2-[(1,3-dioxo-1,3-dihydro-2H-isoindol-2-yl)oxy]-1-phenyl-ethyl}carbamate